P(=O)(OC=CF)([O-])[O-] fluorovinyl phosphate